ClC1=CC(=C(OCC2=NC=CC(=C2)OC2=CC(=C(C=C2F)CC2=NC3=C(N2CC2OCC2)C=C(C=C3)C(=O)O)F)C=C1)F 2-{[4-({2-[(4-chloro-2-fluorophenoxy)methyl]pyridin-4-yl}oxy)-2,5-difluorophenyl]methyl}-1-[(oxetan-2-yl)methyl]-1H-1,3-benzodiazole-6-carboxylic acid